2,2-difluorocyclopropyl (ethyl)-1H-1,2,4-triazole-5-carboxylate C(C)N1N=CN=C1C(=O)OC1C(C1)(F)F